n-dodecyl-(3,5-dihydroxyphenyl)-6-hydroxy-4-benzofurancarboxamide C(CCCCCCCCCCC)C1=C(OC=2C1=C(C=C(C2)O)C(=O)N)C2=CC(=CC(=C2)O)O